3-(3,4-dihydroquinolin-1(2H)-yl)-N-(thiophen-3-ylmethyl)propanamide N1(CCCC2=CC=CC=C12)CCC(=O)NCC1=CSC=C1